dicyanotetramethyl-disiloxane C(#N)[Si](O[Si](C)(C)C)(C)C#N